propyl-6-methyl-7-tosyl-7H-pyrrolo[2,3-d]pyrimidin-4-amine C(CC)C=1N=C(C2=C(N1)N(C(=C2)C)S(=O)(=O)C2=CC=C(C)C=C2)N